(Z)-3-((3-butyl-7-(ethylthio)-1,1-dioxido-5-phenyl-2,3,4,5-tetrahydro-1,2,5-benzothiadiazepin-8-yl)oxy)-2-fluoroacrylic acid C(CCC)C1NS(C2=C(N(C1)C1=CC=CC=C1)C=C(C(=C2)O\C=C(\C(=O)O)/F)SCC)(=O)=O